methyl 2,4-hexadiene-1-ylacetate C(C=CC=CC)CC(=O)OC